N-[3-(m-tolylsulfonyloxy)phenyl]-N'-[4-(m-tolylsulfonyloxy)phenyl]urea C1(=CC(=CC=C1)S(=O)(=O)OC=1C=C(C=CC1)NC(=O)NC1=CC=C(C=C1)OS(=O)(=O)C=1C=C(C=CC1)C)C